ClC=1C=CC(=C(C1)C#CC=1C=C(C=NC1)NC)NS(=O)(=O)C=1C(=CC=C2C=CC=NC12)C 5-{2-[5-Chloro-2-(7-methylchinolin-8-sulfonamido)phenyl]ethynyl}-3-(methyl-amino)pyridin